S1C(=NC2=C1C=CC=C2)NC2=C(C=C(N=N2)N(C=2SC(=C(N2)C(=O)O)CCCOC2=C(C=C(C=C2)C#CCN(C)C)F)CCCCCNC)C 2-[[6-(1,3-benzothiazol-2-ylamino)-5-methyl-pyridazin-3-yl]-[5-(methylamino)pentyl]amino]-5-[3-[4-[3-(dimethylamino)prop-1-ynyl]-2-fluoro-phenoxy]propyl]thiazole-4-carboxylic acid